BrC1=CC2C(C=N1)=NC(=C2)C(=O)N[C@@H]2[C@H]([C@H]1C(CC2C1)(C)C)C 5-bromo-N-[(1S,2S,3S,5R)-2,6,6-trimethylnorbornane-3-yl]-3aH-pyrrolo[2,3-c]pyridine-2-carboxamide